2,2-dimethyl-cyclopentane-1,3-dione CC1(C(CCC1=O)=O)C